B(C1=CC=C(C=C1)NC(=O)OCCCC)(O)O 4-(N-BUTOXYCARBONYL)AMINOPHENYLBORONIC ACID